6-(7-(1-methyl-1H-pyrazol-4-yl)imidazo[1,2-a]pyridin-3-yl)-N-(p-tolyl)pyridin-2-amine CN1N=CC(=C1)C1=CC=2N(C=C1)C(=CN2)C2=CC=CC(=N2)NC2=CC=C(C=C2)C